r-pyrrolo[2,3-c]pyridin-7-one N=1C=CC=2C1C(N=CC2)=O